C(C)(C)C1=C(C(=CC=C1)C(C)C)NC(=O)NS(=O)(=O)N1CCN(CC1)CC(F)(F)F N-((2,6-Diisopropylphenyl)carbamoyl)-4-(2,2,2-trifluoroethyl)piperazin-1-sulfonamid